BrC1=CC=C(C=C1)C1CCN(CC1)C1=C(C=C(C=C1)N[C@H]1C(NC(CC1)=O)=O)F (R)-3-((4-(4-(4-bromophenyl)piperidin-1-yl)-3-fluorophenyl)amino)piperidine-2,6-dione